(4-(pentafluoro-λ6-sulfaneyl)phenoxy)-1H-1,2,3-triazole-4-carboxylic acid FS(C1=CC=C(ON2N=NC(=C2)C(=O)O)C=C1)(F)(F)(F)F